P(=O)(O)(O)OC1=CC=C(C[C@H](N)C(=O)O)C=C1 anti-tyrosine phosphate